C(C)SC1=CC=C(C=C1)Cl 4-(ethylthio)chlorobenzene